2,4-dinitrom-xylene [N+](=O)([O-])C1=C(C=CC(=C1C)[N+](=O)[O-])C